C(C(C)C)[Al](OC1=C(C=C(C=C1C(C)(C)C)C)C(C)(C)C)OC1=C(C=C(C=C1C(C)(C)C)C)C(C)(C)C isobutyldi(2,6-di-t-butyl-4-methylphenoxy)aluminum